CCCCC/C=C\\C/C=C\\C/C=C\\C/C=C\\C/C=C\\CC[C@@H](CC(=O)SCCNC(=O)CCNC(=O)[C@@H](C(C)(C)COP(=O)([O-])OP(=O)([O-])OC[C@@H]1[C@H]([C@H]([C@@H](O1)N2C=NC3=C(N=CN=C32)N)O)OP(=O)([O-])[O-])O)O The molecule is an (S)-3-hydroxyacyl-CoA(4-) arising from deprotonation of the phosphate and diphosphate functions of (3S,6Z,9Z,12Z,15Z,18Z)-3-hydroxytetracosapentaenoyl-CoA; major species at pH 7.3. It is a conjugate base of a (3S,6Z,9Z,12Z,15Z,18Z)-3-hydroxytetracosapentaenoyl-CoA.